2-(6-(4-(5'-(4-chloro-3-fluorophenyl)-5',6'-dihydrospiro[cyclopentane-1,7'-pyrrolo[2,3-b]pyrazine]-2'-carbonyl)-3,3-dimethylpiperazin-1-yl)pyridin-3-yl)acetic acid ClC1=C(C=C(C=C1)N1CC2(C=3C1=NC=C(N3)C(=O)N3C(CN(CC3)C3=CC=C(C=N3)CC(=O)O)(C)C)CCCC2)F